NC1=C2CCCC2=CC=C1 (R)-4-AMINOINDANE